C(CCCCCCCCC\C=C/CCCC)#N (Z)-11-Hexadecenonitrile